tetrahydroimidazo[1,5-c]thiazol-5-one C1C2N(CS1)C(NC2)=O